methyl (2R,3S,5R)-3-amino-5-methyl-2-(((6-(pyrimidin-2-yl)bicyclo[4.1.0]heptan-3-yl)oxy)methyl)pyrrolidine-1-carboxylate N[C@@H]1[C@@H](N([C@@H](C1)C)C(=O)OC)COC1CC2CC2(CC1)C1=NC=CC=N1